(R)-3-(1-(benzyloxy)ethyl)-N-((3-methylpyrazin-2-yl)methyl)-1,2,4-thiadiazole-5-Formamide C(C1=CC=CC=C1)O[C@H](C)C1=NSC(=N1)C(=O)NCC1=NC=CN=C1C